5-hydroxyundecyl 4-methylbenzenesulfonate CC1=CC=C(C=C1)S(=O)(=O)OCCCCC(CCCCCC)O